(didodecylamino)(dimethyl)vinylsilane C(CCCCCCCCCCC)N(CCCCCCCCCCCC)[SiH2]C=C(C)C